(±)-cis-3-hydroxycyclohexane-1-carboxylic acid isopropyl ester C(C)(C)OC(=O)[C@@H]1C[C@@H](CCC1)O |r|